[Si]=O.[Sn] tin-silicon-oxide